C=1N=C(N2C1C=CC=C2)C(=O)N imidazo[1,5-a]pyridine-3-carboxamide